FC1(CCN(CCC1C)C1=NC=C(C=C1C(=O)NC1=CC(=NC=C1)S(N)(=O)=O)C(F)(F)F)F 2-(4,4-difluoro-5-methylazepan-1-yl)-N-(2-sulfamoylpyridin-4-yl)-5-(trifluoro-methyl)pyridine-3-carboxamide